3-AMINO-2-QUINOLINECARBOXALDEHYDE NC=1C(=NC2=CC=CC=C2C1)C=O